(2s,6s)-6-[(benzyloxy)methyl]-2-methylmorpholin-3-one C(C1=CC=CC=C1)OC[C@H]1O[C@H](C(NC1)=O)C